C1(CC1)OC1=C(C=NC(=C1)NC1=NC(=NC(=C1)NCC1=C(C=C(C=C1)OC)OC)C(F)F)C=1C=NN(C1)[C@H]1CN(CC1)C(=O)OC(C)(C)C tert-butyl (R)-3-(4-(4-cyclopropoxy-6-((2-(difluoro methyl)-6-((2,4-dimethoxybenzyl)amino)pyrimidin-4-yl)amino)pyridin-3-yl)-1H-pyrazol-1-yl)pyrrolidine-1-carboxylate